ClCC(C(=O)NO)(C)C 3-chloro-N-hydroxy-2,2-dimethyl-propionamide